C1(=CC=C(C=C1)C=1N=CN(C1)C=1C=C(OC2=CC=3N(C4=CC=CC=C4C3C=C2)C2=NC=CC(=C2)C(C)(C)C)C=C(C1)C(C)(C)C)C1=CC=CC=C1 2-(3-(4-(biphenyl-4-yl)-1H-imidazol-1-yl)-5-tert-butylphenoxy)-9-(4-tert-butylpyridin-2-yl)-9H-carbazole